3-(4-chlorophenyl)-2-(3,4,5-tris(benzyloxy)phenyl)-2,5-dihydrofuran-2-carboxylic acid ClC1=CC=C(C=C1)C=1C(OCC1)(C(=O)O)C1=CC(=C(C(=C1)OCC1=CC=CC=C1)OCC1=CC=CC=C1)OCC1=CC=CC=C1